COC(=O)C1C2CCC(C1NC1=NC(=NC(=C1F)Cl)Cl)CC2.[F-].FC(C(C(C(F)(F)F)(F)F)(F)F)(F)F perfluorobutane fluoride (+/-)-trans-methyl-3-((2,6-dichloro-5-fluoropyrimidin-4-yl)amino)bicyclo[2.2.2]octane-2-carboxylate